NC=1SC2=C(N1)CCC(C2)=O 2-amino-4,5-dihydrobenzo[D]thiazole-6(7H)-one